CC1(OBOC1(C)C)C 4,4,5,5-tetramethyl-(1,3,2)dioxaborolane